NC=1C(=NC(=CN1)C=1C=NN(C1)C1CN(C1)CCOCC)C=1C=C(C(N(N1)C1=C(C(=CC(=C1Cl)OC)OC)Cl)=O)C 6-(3-Amino-6-(1-(1-(2-ethoxyethyl)azetidin-3-yl)-1H-pyrazol-4-yl)pyrazin-2-yl)-2-(2,6-dichloro-3,5-dimethoxyphenyl)-4-methylpyridazin-3(2H)-on